CN(C1=CC=C(CNCC(C)N)C=C1)C N-(4-(dimethylamino)benzyl)-1,2-propanediamine